1-[1-({1-[(tert-butyldimethylsilyl)oxy]cyclohexyl}methyl)-1H-1,2,4-triazol-5-yl]methanamine hydrochloride Cl.[Si](C)(C)(C(C)(C)C)OC1(CCCCC1)CN1N=CN=C1CN